C1(CCCCC1)OC1=CC=C(C=C1)N1CC(C2=C1N=C(N=C2NCC2=CC=C(C=C2)OC)C(=O)OCC)(C)C ethyl 7-(4-(cyclohexyloxy) phenyl)-4-((4-methoxybenzyl) amino)-5,5-dimethyl-6,7-dihydro-5H-pyrrolo[2,3-d]pyrimidine-2-carboxylate